C(C)(C)(C)C1=CC2=C(C3=CC=CC=C3C(=C2C=C1)C1=CC2=CC=CC=C2C=C1)C1=CC2=CC=CC=C2C=C1 2-tert-butyl-9,10-di(naphthalen-2-yl)anthracene